copper nickel-hafnium [Hf].[Ni].[Cu]